ClC1=C(C(=CC=C1)F)N1CCC(CC1)N1C(N(C=2C([C@H]1C)=CN(N2)C2CC2)CC2=C(C=CC=C2)C(F)(F)F)=O (R)-5-[1-(2-Chloro-6-fluoro-phenyl)-piperidin-4-yl]-2-cyclopropyl-4-methyl-7-(2-trifluoromethyl-benzyl)-2,4,5,7-tetrahydro-pyrazolo[3,4-d]pyrimidin-6-on